1-(pyridin-3-yl)pent-4-en-1-one O-methyloxime CON=C(CCC=C)C=1C=NC=CC1